C[C@H](CO)COC1=NN(C(=C1[N+](=O)[O-])C)C=1N(N=C(C1)C)C (R)-2-methyl-3-((2',5,5'-trimethyl-4-nitro-2'H-[1,3'-bipyrazol]-3-yl)oxy)propan-1-ol